S1C=C(C=C1)C=CC=1C=C(C=C(C1)O)O 5-(2-(thiophene-3-yl)vinyl)benzene-1,3-diol